OCC1(CC1)NC(=O)C1=C(OC2=C1C=C(C=C2)OCC2=NC=CC=C2)C N-(1-(hydroxymethyl)cyclopropyl)-2-methyl-5-(pyridin-2-ylmethoxy)benzofuran-3-carboxamide